C(C)C1=C(C(=C2N(C(CN(S2(=O)=O)CCCO)C(=O)O)C1=O)C1=CC(=CC=C1)C(F)(F)F)CC1=CC=CC2=CC=CC=C12 7-ethyl-2-(3-hydroxypropyl)-8-(naphthalen-1-ylmethyl)-6-oxo-9-(3-(trifluoromethyl)phenyl)-3,4-dihydro-2H,6H-pyrido[1,2-e][1,2,5]thiadiazine-4-carboxylic acid 1,1-dioxide